P(=O)(OCCCCCCCCCCCCCCCCCC)([O-])[O-] mono-stearyl phosphate